N5-(2-fluoro-3-(trifluoromethyl)phenyl)-N6-(2-fluorophenyl)-[1,2,5]oxadiazolo[3,4-b]pyrazine-5,6-diamine FC1=C(C=CC=C1C(F)(F)F)NC1=NC=2C(N=C1NC1=C(C=CC=C1)F)=NON2